CC=1N(C=CN1)CC1=C(OC=C1)C=O ((2-methyl-1H-imidazol-1-yl)methyl)furan-2-carbaldehyde